CN1C(NC2=C1C(=CC=C2)OC[C@H]2CN(CCO2)C(=O)OC(C)(C)C)=O tert-butyl (2R)-2-[(3-methyl-2-oxo-1H-benzimidazol-4-yl)oxymethyl]morpholine-4-carboxylate